Cl.C[C@@H]1[C@H](C2=CC(=CC=C2C1)C)N (1R,2S)-2,6-dimethylindan-1-amine hydrochloride